ClC=1C(=NN(C1)C(=O)N1CCN(CC1)CC1=CC(=CC(=C1)F)OC1=CC=C(C=C1)Cl)C(=O)O 4-chloro-1-(4-(3-(4-chlorophenoxy)-5-fluorobenzyl)piperazine-1-carbonyl)-1H-pyrazole-3-carboxylic acid